OC(CN(C(C1=C(C=CC=C1)C)=O)C)(C)C N-(2-hydroxy-2-methylpropyl)-N,2-dimethylbenzamide